2,6-dimethyl-N4,N4-diphenylbenzene-1,4-diamine CC1=C(C(=CC(=C1)N(C1=CC=CC=C1)C1=CC=CC=C1)C)N